2-((1R,3S)-3-hydroxycycloheptyl)isoindoline-1,3-dione O[C@@H]1C[C@@H](CCCC1)N1C(C2=CC=CC=C2C1=O)=O